COC1=C(COC=2C=C(N)C=CC2)C=CC=C1 3-((2-methoxybenzyl)oxy)aniline